tributyl-(4-vinylbenzyl)ammonium C(CCC)[N+](CC1=CC=C(C=C1)C=C)(CCCC)CCCC